CC(CCOC(=O)C(C(=O)O)CC(C(=O)O)C1=CC=CC=C1)CCC=C(C)C 2-(((3,7-dimethyloct-6-en-1-yl)oxy)carbonyl)-4-phenylpentanedioic acid